(3S,4S)-1,1,1-TRIFLUORO-N,N-BIS(4-METHOXYBENZYL)-4-METHYLHEPT-6-ENE-3-SULFONAMIDE FC(C[C@@H]([C@H](CC=C)C)S(=O)(=O)N(CC1=CC=C(C=C1)OC)CC1=CC=C(C=C1)OC)(F)F